FC1=C(C=C(C=C1C)C1=C(C=C(C=C1C)F)C)[C@H](CC(=O)O)NC(C(CC(C)C)N1C(C(=C(C(=C1)CCN(C)C)C)F)=O)=O (3S)-3-(4,4'-difluoro-2',5,6'-trimethyl-[1,1'-biphenyl]-3-yl)-3-(2-(5-(2-(dimethylamino)ethyl)-3-fluoro-4-methyl-2-oxopyridin-1(2H)-yl)-4-methylpentanamido)propanoic acid